COC1=CC=C(CN2N=C(C(N(C2=O)CC2=CC=C(C=C2)OC)=O)C=O)C=C1 2,4-bis(4-methoxybenzyl)-3,5-dioxo-2,3,4,5-tetrahydro-1,2,4-triazine-6-carbaldehyde